2-(2,4-Dichlorobenzyl)-4-phenylimidazole ClC1=C(CC=2NC=C(N2)C2=CC=CC=C2)C=CC(=C1)Cl